CC(C=O)CCCCCCCCCCCCC 2-methyl-1-pentadecanal